N-((6-(4-fluorophenyl)-4-(1H-pyrazolo[3,4-c]pyridin-5-yl)pyridin-3-yl)methyl)acrylamide FC1=CC=C(C=C1)C1=CC(=C(C=N1)CNC(C=C)=O)C=1C=C2C(=CN1)NN=C2